FC=1C(=NC=C(C1)F)CNC(=O)C1=CN=C(S1)N1C(CC(CC1)N1C[C@@H](CCC1)C)C N-[(3,5-Difluoropyridin-2-yl)methyl]-2-[(3R)-2',3-dimethyl[1,4'-bipiperidin]-1'-yl]-1,3-thiazole-5-carboxamide